{3-[6-amino-5-(2-chloro-3,6-difluoro-benzyloxy)-pyridin-3-yl]-phenyl}-[(3S)-3-amino-pyrrolidin-1-yl]-methanone NC1=C(C=C(C=N1)C=1C=C(C=CC1)C(=O)N1C[C@H](CC1)N)OCC1=C(C(=CC=C1F)F)Cl